FC(C(=O)O)(F)F.FC(C(=O)O)(F)F.NC1CC(C1)N[C@H]1CC(N(C1)C=1C=CC=2OCC(NC2N1)=O)=O 6-[(4S)-4-[(3-Aminocyclobutyl)amino]-2-oxopyrrolidin-1-yl]-4H-pyrido[3,2-b][1,4]oxazin-3-one bistrifluoroacetate